3-iodo-5-methyl-1H-pyrazolo[4,3-d]pyrimidin-7-ol IC1=NNC2=C1N=C(N=C2O)C